tert-butyl({1,4-dioxadispiro[4.1.57.35]pentadecan-13-yloxy})dimethylsilane C(C)(C)(C)[Si](C)(C)OC1C2(CC3(OCCO3)CC1)CCCCC2